2-((tert-butyldimethylsilyl)oxy)-N-((6-cyclopropylimidazo[1,2-a]pyridin-2-yl)methyl)ethan-1-amine [Si](C)(C)(C(C)(C)C)OCCNCC=1N=C2N(C=C(C=C2)C2CC2)C1